(5-ethyl-1H-pyrazol-3-yl)-6-methoxy-7-(3-(pyrrolidin-1-yl)propoxy)quinazolin-4-amine C(C)C1=CC(=NN1)C1=NC2=CC(=C(C=C2C(=N1)N)OC)OCCCN1CCCC1